OC1=C(C2=C(N(C1=O)CC1=CN=C(S1)C)C=CS2)C(=O)O 6-hydroxy-4-[(2-methylthiazol-5-yl)methyl]-5-oxo-4,5-dihydrothieno[3,2-b]pyridine-7-carboxylic acid